[Al].BrC1=CC=C(C(=O)N/N=C/C2=CC=C(C=C2)OCC2=COC3=C(C2=O)C=CC=C3)C=C1 (E)-4-bromo-N'-(4-((4-oxo-4H-benzopyran-3-yl)methoxy)benzylidene)benzoyl-hydrazine aluminum